C1(=CC=CC=C1)C(C1=CC=CC=C1)=NC1C(NC2=CC=CC=C12)=O 3-(diphenylmethyleneamino)-oxindole